C(C)(C)C1=C(C=NO1)C(=O)O 5-isopropylisoxazole-4-carboxylic acid